5-(1-(difluoromethyl)-7-(1-methyl-1H-pyrazol-4-yl)-2,3-dihydropyrido[3,4-b]pyrazin-4(1H)-yl)-1,3-dimethyl-7-morpholinoquinolin-2(1H)-one FC(N1C2=C(N(CC1)C1=C3C=C(C(N(C3=CC(=C1)N1CCOCC1)C)=O)C)C=NC(=C2)C=2C=NN(C2)C)F